(R)-4-((8-(1-propenylpiperidin-4-yl)-7-ethyl-5-methyl-6-oxo-5,6,7,8-tetrahydropteridin-2-yl)amino)-2-fluoro-5-(2-hydroxyethoxy)-N-(1-methylpiperidin-4-yl)benzamide C(=CC)N1CCC(CC1)N1[C@@H](C(N(C=2C=NC(=NC12)NC1=CC(=C(C(=O)NC2CCN(CC2)C)C=C1OCCO)F)C)=O)CC